1-(3-(tert-butyl)-1-(3,4-dimethylphenyl)-1H-pyrazol-5-yl)-3-(2-(methylthio)-4-((3-oxo-3,4-dihydropyrido[2,3-b]pyrazin-8-yl)oxy)phenyl)urea C(C)(C)(C)C1=NN(C(=C1)NC(=O)NC1=C(C=C(C=C1)OC1=CC=NC=2NC(C=NC21)=O)SC)C2=CC(=C(C=C2)C)C